FC1=CC=C(C(=O)NN=CC2=C(C(=CC=C2)OC)O)C=C1 4-fluoro-N'-(2-hydroxy-3-methoxybenzylidene)benzoyl-hydrazine